1-((1-(benzyloxy)cyclopropyl)methyl)-4-methyl-5-(2-(trifluoromethyl)phenyl)-1H-pyrrole-3-carbonyl chloride C(C1=CC=CC=C1)OC1(CC1)CN1C=C(C(=C1C1=C(C=CC=C1)C(F)(F)F)C)C(=O)Cl